S1N=C(N=C1)C=1C(=NC=CC1)C(=O)N 1,2,4-THIADIAZOLYL-PICOLINAMIDE